CS(=O)(=O)OC1CCCCC1 (methanesulfonyloxy)cyclohexane